OC1(CC(C1)C(=O)N1CC2(C1)CCC(CC2)C2=NC1=CC=CC=C1C=C2)C ((1s,3s)-3-Hydroxy-3-methylcyclobutyl)(7-(quinolin-2-yl)-2-azaspiro[3.5]nonan-2-yl)methanone